2-ethyl-5-(4,4,5,5-tetramethyl-1,3,2-dioxaborolan-2-yl)-2H-indazole C(C)N1N=C2C=CC(=CC2=C1)B1OC(C(O1)(C)C)(C)C